1H-pyrazole-1-carbimidoselenoate N1(N=CC=C1)C(=N)[Se-]